C(\C=C\C(=O)O)(=O)O.C(C)N(C(C1=C(C=CC(=C1)F)OC1=C(N=CN=N1)N1CC2(CN(C2)C(C(C)C)CC(CN(C)C(C)C)O)CC1)=O)C(C)C N-ethyl-5-fluoro-2-((5-(2-((3x-s,5x-s)-5-hydroxy-6-(isopropyl-(methyl)amino)-2-methylhex-3-yl)-2,6-diazaspiro[3.4]oct-6-yl)-1,2,4-triazin-6-yl)oxy)-N-isopropylbenzamide fumarate